8-methoxy-2-(6-methylpyridin-3-yl)-2,3-dihydrobenzo[b][1,4]dioxin-6-carbaldehyde COC1=CC(=CC2=C1OC(CO2)C=2C=NC(=CC2)C)C=O